C1(=CC(=CC=C1)CCCO)CCCO 3-benzenedipropanol